BrC1=C(C=C(C=C1)S(=O)(=O)N[Si](C)(C)C(C)(C)C)F 4-Bromo-N-(tert-butyldimethylsilyl)-3-fluorobenzenesulfonamide